6-Isooctyloxy-2,4,8,10-tetra-tert-butyl-12H-dibenz[d,g]-1,3,2-dioxaphosphocin C(CCCCC(C)C)OP1OC2=C(CC3=C(O1)C(=CC(=C3)C(C)(C)C)C(C)(C)C)C=C(C=C2C(C)(C)C)C(C)(C)C